FC1=C(C(=C(C=C1)[C@@H]1[C@H](O[C@](C1)(C(F)(F)F)C)C(=O)NC1=CC(=NC=C1)C(=O)N)OC)C (2S,3R,5R)-4-[[3-(4-Fluoro-2-methoxy-3-methyl-phenyl)-5-methyl-5-(trifluoromethyl)tetrahydrofuran-2-carbonyl]amino]pyridin-2-carboxamid